2-[(2S)-2-{[(tert-butoxy)carbonyl]amino}-3-phenylpropionylamino]acetic acid C(C)(C)(C)OC(=O)N[C@H](C(=O)NCC(=O)O)CC1=CC=CC=C1